2-methoxyethyl 5-{2-[2-(7-methylquinoline-8-sulfonamido)-phenyl]ethynyl}pyridine-2-carboxylate CC1=CC=C2C=CC=NC2=C1S(=O)(=O)NC1=C(C=CC=C1)C#CC=1C=CC(=NC1)C(=O)OCCOC